C(C1=CC=CC=C1)C=1C(=C(C(=CC1)O)C=1C(=CC=CC1)O)CC1=CC=CC=C1 dibenzyl-biphenol